ethyl (S)-3-(benzyl((R)-1-phenylethyl)amino)-3-(3-(4-methylbenzyl)phenyl)propanoate C(C1=CC=CC=C1)N([C@@H](CC(=O)OCC)C1=CC(=CC=C1)CC1=CC=C(C=C1)C)[C@H](C)C1=CC=CC=C1